(S)-2-(4-chloro-2-fluorophenyl)-1-(4-((5R,7R)-7-hydroxy-5-methyl-6,7-dihydro-5H-cyclopenta[d]pyrimidin-4-yl)piperazin-1-yl)-3-(isopropylamino)propan-1-one ClC1=CC(=C(C=C1)[C@H](C(=O)N1CCN(CC1)C=1C2=C(N=CN1)[C@@H](C[C@H]2C)O)CNC(C)C)F